1-(1-(4-(tert-Butoxycarbonyl)piperazine-1-carbonyl)piperidin-4-yl)cyclopropane-1-carboxylic acid-3-d C(C)(C)(C)OC(=O)N1CCN(CC1)C(=O)N1CCC(CC1)C1(CC1[2H])C(=O)O